4-(cyclohexylamino)-3-(2-(2-fluorophenyl)-2H-tetrazol-5-yl)-N-methylbenzenesulfonamide C1(CCCCC1)NC1=C(C=C(C=C1)S(=O)(=O)NC)C=1N=NN(N1)C1=C(C=CC=C1)F